2-{3-(2H-benzotriazol-2-yl)-4-hydroxyphenyl}ethyl methacrylate C(C(=C)C)(=O)OCCC1=CC(=C(C=C1)O)N1N=C2C(=N1)C=CC=C2